O1BOCC1 2-bora-1,3-dioxolane